ClC1=C(C=C2C(C(=CN(C2=N1)C1=C(C=C(C=C1F)F)F)C(=O)NC(C)(C(C(F)(F)F)(F)F)C)=O)F 7-chloro-6-fluoro-4-oxo-N-(3,3,4,4,4-pentafluoro-2-methylbut-2-yl)-1-(2,4,6-trifluorophenyl)-1,4-dihydro-1,8-naphthyridine-3-carboxamide